3,5-dimethyl-toluenediamine CC=1C=C(C(N)N)C=C(C1)C